pyrazolo[1,5-a]Pyrimidine-3-carbonyl chloride N1=CC(=C2N1C=CC=N2)C(=O)Cl